2-bromo-5-(ethylsulfonyl)-1,3-difluorobenzene BrC1=C(C=C(C=C1F)S(=O)(=O)CC)F